N-(4-bromophenyl)-4-methyl-N-allenylbenzenesulfonamide BrC1=CC=C(C=C1)N(S(=O)(=O)C1=CC=C(C=C1)C)C=C=C